C(N)(OC1CC(CCC1)C1=NN=C2N1C=CC(=C2)C#N)=O 3-(7-cyano-[1,2,4]triazolo[4,3-a]pyridin-3-yl)cyclohexyl carbamate